C(C)(CC)C1C(NC2=C(CN1C(=O)N1CC(C1)N1CCN(CC1)C1=NC=CC=C1)C=CC=C2)=O 3-(sec-butyl)-4-(3-(4-(pyridin-2-yl)piperazin-1-yl)azetidine-1-carbonyl)-1,3,4,5-tetrahydro-2H-benzo[1,4]diazepin-2-one